Methyl 2-fluoro-3-(3-(hydroxy(2-(3-((4-methyl-1H-indol-5-yl)oxy)phenyl)-1H-imidazol-5-yl)methyl)phenyl)propanoate FC(C(=O)OC)CC1=CC(=CC=C1)C(C1=CN=C(N1)C1=CC(=CC=C1)OC=1C(=C2C=CNC2=CC1)C)O